2-(cyclobutylamino)-N-(2-hydroxy-3-{1H,2H,3H,4H,9H-pyrido[3,4-b]indol-2-yl}propyl)-6-(4-methylpiperazin-1-yl)pyridine-4-carboxamide C1(CCC1)NC1=NC(=CC(=C1)C(=O)NCC(CN1CC=2NC3=CC=CC=C3C2CC1)O)N1CCN(CC1)C